2-cyano-N-(2-methylpropyl)-2'-(trifluoromethyl)-[3,4'-bipyridine]-5-carboxamide C(#N)C1=NC=C(C=C1C1=CC(=NC=C1)C(F)(F)F)C(=O)NCC(C)C